azabicyclohexathiophene S1C(=NC2=C1C=CC=C2)C=2SC1=C(C2)C=CC=C1